4-((1-acetylazetidin-3-yl)oxy)-1-methyl-5-(1-(1-phenylethyl)-1H-pyrazol-4-yl)pyridin-2(1H)-one C(C)(=O)N1CC(C1)OC1=CC(N(C=C1C=1C=NN(C1)C(C)C1=CC=CC=C1)C)=O